O=C1NC(CCC1OC=1C=CC(=NC1)N1CCN(CC1)CCCNC(=O)C=1C2=C(NC1C)\C(\CC2)=C\2/C(NC1=CC=CC=C21)=O)=O (Z)-N-(3-(4-(5-((2,6-dioxopiperidin-3-yl)oxy)pyridin-2-yl)piperazin-1-yl)propyl)-2-methyl-6-(2-oxoindole-3-ylidene)-1,4,5,6-tetrahydrocyclopenta[b]pyrrole-3-carboxamide